NC1=C2C(=NC=N1)N(N=C2C#CC=2C=C(C=CC2C)NC(=O)N2OCC[C@@H]2C2=CC=CC=C2)[C@@H]2COCC2 (R)-N-(3-((4-amino-1-((S)-tetrahydrofuran-3-yl)-1H-pyrazolo[3,4-d]pyrimidin-3-yl)ethynyl)-4-methylphenyl)-3-phenylisoxazolidin-2-carboxamide